C(C)(C)(C)C1=CC=C(C=C1)NC1=CC=C(C=C1)C(C)(C)C di(4-t-butylphenyl)amine